2-[1-[2-(3-azabicyclo[3.1.0]hexan-3-yl)-3,6-dimethyl-4-oxoquinazolin-8-yl]ethyl-amino]-5-fluorobenzoic acid C12CN(CC2C1)C1=NC2=C(C=C(C=C2C(N1C)=O)C)C(C)NC1=C(C(=O)O)C=C(C=C1)F